2-[[2-[2-(cyclopropylmethoxy)-6-(difluoromethyl)-3-pyridyl]-1,6-naphthyridin-7-yl]methyl]isoindoline-1,3-dione C1(CC1)COC1=NC(=CC=C1C1=NC2=CC(=NC=C2C=C1)CN1C(C2=CC=CC=C2C1=O)=O)C(F)F